CCCCC/C=C\CCCCCCCC(=O)O[C@H](COC(=O)CCCC/C=C\C/C=C\C/C=C\C/C=C\CC)COP(=O)(O)OC[C@@H](C(=O)O)N 1-(6Z,9Z,12Z,15Z-octadecatetraenoyl)-2-(9Z-pentadecenoyl)-glycero-3-phosphoserine